NCC(CN1N=CN(C1=O)C1=CC(=CC=C1)C=1C=NC(=CC1)N(C)C)=C(F)F 2-[2-(aminomethyl)-3,3-difluoro-allyl]-4-[3-[6-(dimethylamino)-3-pyridyl]phenyl]-1,2,4-triazol-3-one